7-((3-(1-Methyl-1H-pyrazol-4-yl)-1H-pyrrolo[2,3-b]pyridin-4-yl)oxy)-1,2,3,4-tetrahydroisochinolin CN1N=CC(=C1)C1=CNC2=NC=CC(=C21)OC2=CC=C1CCNCC1=C2